C1=CC(=CC=C1CNC2=NC=NC3=C2C=C(C=C3)F)F 6-Fluoro-N-(4-fluorobenzyl)quinazolin-4-amine